2-amino-6-borono-2-(3-(4-(2-chlorophenyl)-1H-pyrazol-1-yl)piperidin-1-yl)propylhexanoic acid NC(CC(C(=O)O)CCCCB(O)O)(C)N1CC(CCC1)N1N=CC(=C1)C1=C(C=CC=C1)Cl